COC(N(OC)C1=C(C=CC=C1)COC1=NN(C(=C1C)C1=CC=CC=C1)C)=O methyl-N-[2-[(1,4-dimethyl-5-phenyl-pyrazol-3-yl) oxymethyl] phenyl]-N-methoxy-carbamate